6,7-dimethoxy-9-(8-methoxy-2-methylquinolin-4-yl)naphtho[2,3-c]furan-1(3H)-one COC1=CC2=CC3=C(C(OC3)=O)C(=C2C=C1OC)C1=CC(=NC2=C(C=CC=C12)OC)C